C1(=CC=C(C=C1)CN1CCNCCNCCNCCCC1)CN1CCNCCNCCNCCCC1 1,1'-[1,4-phenylene-bis-(methylene)]-bis-1,4,7,10-tetraazacyclotetradecane